3-(1-Benzhydrylpiperidin-4-yl)-2,3,4,5-tetrahydro-1H-benzo[d]azepine C(C1=CC=CC=C1)(C1=CC=CC=C1)N1CCC(CC1)N1CCC2=C(CC1)C=CC=C2